4-(2-fluoro-4-(((3R,4R)-4-fluoropyrrolidin-3-yl)oxy)phenyl)piperazin FC1=C(C=CC(=C1)O[C@@H]1CNC[C@H]1F)N1CCNCC1